FC1=C(C#N)C(=CC(=C1)C(C)O)OC 2-fluoro-4-(1-hydroxyethyl)-6-methoxybenzonitrile